(E)-4-bromo-6-(but-2-en-1-yl)-1-tosyl-1H-pyrrolo[2,3-c]pyridin-7(6H)-one BrC=1C2=C(C(N(C1)C\C=C\C)=O)N(C=C2)S(=O)(=O)C2=CC=C(C)C=C2